ClC=1C(=C(CN(CCN)CC(F)F)C=CC1)F N1-(3-chloro-2-fluorobenzyl)-N1-(2,2-difluoroethyl)ethane-1,2-diamine